C1CC(C1)(C(=O)O)NC(=O)OCC2C3=CC=CC=C3C4=CC=CC=C24 Fmoc-1-aminocyclobutane-1-carboxylic acid